C(C)(C)(C)NC(C(=O)N1[C@@H]([C@@H]2[C@H](C1)CCC2)C(=O)N[C@H](C[C@H]2C(NCC2)=O)C(COC(F)(F)F)=O)=O (1S,3aR,6aS)-2-(2-(tert-butylamino)-2-oxoacetyl)-N-((R)-3-oxo-1-((S)-2-oxopyrrolidin-3-yl)-4-(trifluoromethoxy)butan-2-yl)octahydrocyclopenta[c]pyrrole-1-carboxamide